Ethyl (E)-3-(2-(6-(benzyloxy)-7-methoxy-1,2,3,4-tetrahydroisoquinolin-1-yl)vinyl)imidazo[1,2-a]pyrimidine-6-carboxylate C(C1=CC=CC=C1)OC=1C=C2CCNC(C2=CC1OC)/C=C/C1=CN=C2N1C=C(C=N2)C(=O)OCC